4-[3-[2,6-dichloro-4-[1-[(2-methylpropan-2-yl)oxycarbonyl]piperidin-4-yl]oxybenzoyl]-2,4-dihydro-1,3-Benzoxazin-8-yl]-2-morpholin-4-ylbenzoic acid ClC1=C(C(=O)N2COC3=C(C2)C=CC=C3C3=CC(=C(C(=O)O)C=C3)N3CCOCC3)C(=CC(=C1)OC1CCN(CC1)C(=O)OC(C)(C)C)Cl